C1=CC=CC2=C(C3=CC=CC=C3C(=C12)CCCC(=O)O)CCCC(=O)O 9,10-anthracenediyl-bis(methylene)dipropionic acid